3-(5-(thiophen-2-yl)pyridin-3-yl)phenol S1C(=CC=C1)C=1C=C(C=NC1)C=1C=C(C=CC1)O